C(C)N1C(C(N(CC1)C(=O)Cl)=O)=O Ethyl-2,3-dioxopiperazineformyl chloride